4-(cyanomethyl)-2-(2-(difluoromethyl)-5-methoxypyridin-4-yl)benzoic acid methyl ester COC(C1=C(C=C(C=C1)CC#N)C1=CC(=NC=C1OC)C(F)F)=O